CC=1C=CC=2C(C3=CC=C(C=C3OC2C1)C)NC(=O)C=1C(NC(=CC1)C(F)(F)F)=O N-(3,6-dimethyl-9H-xanthen-9-yl)-2-oxo-6-(trifluoromethyl)-1,2-dihydropyridine-3-carboxamide